C(C)(C)(C)N1N=C(C=C1NC=1C=C(C=NC1)OCCCCNC(OC(C)(C)C)=O)[C@@H]1C[C@@H](CC1)O[Si](C)(C)C(C)(C)C tert-butyl (4-((5-((1-(tert-butyl)-3-((1S,3R)-3-((tert-butyldimethylsilyl)oxy)cyclopentyl)-1H-pyrazol-5-yl)amino)pyridin-3-yl)oxy)butyl)carbamate